N=1N(N=C2C1C=CC=C2)C=2C=C(C=C(C2O)C(C)(C)C)CCC(=O)O 3-[3-(2H-benzotriazole-2-yl)-4-hydroxy-5-tert.butylphenyl]-propionic acid